CON(C(=O)[C@@H]1CC[C@H](CC1)C(F)(F)F)C trans-N-methoxy-N-methyl-4-(trifluoromethyl)cyclohexanecarboxamide